BrCC(=O)C1=CC(=CC=C1)C=C 2-bromo-1-(3-vinylphenyl)ethan-1-one